C(C)(C)(C)OC(=O)N1CC2=C(CC1)N(N=C2C2=NC(=C1N=C(N(C1=N2)CC)C2=CC=NC=C2)N2CCOCC2)COCC[Si](C)(C)C 3-(9-ethyl-6-morpholino-8-(pyridin-4-yl)-9H-purin-2-yl)-1-((2-(trimethylsilyl)ethoxy)methyl)-6,7-dihydro-1H-pyrazolo[4,3-c]pyridine-5(4H)-carboxylic acid tert-butyl ester